ClC1=CC=C(C=C1)C(C(CC(C(C(C(C(C(F)(F)F)(F)F)(F)F)(F)F)(F)F)(F)F)C1=CC=CC=C1)=O 1-(4-chlorophenyl)-4,4,5,5,6,6,7,7,8,8,9,9,9-tridecafluoro-2-phenylnonan-1-one